(difluoromethyl)-N-(2-(methylthio)pyridin-4-yl)-1H-pyrazole-5-carboxamide FC(F)N1N=CC=C1C(=O)NC1=CC(=NC=C1)SC